1-[6-(1,1-Difluoroethyl)-3,3-dimethyl-1H,2H,3H-pyrrolo[3,2-c]pyridin-1-yl]-2-[(2R,5R)-2-(methoxymethyl)-5-methylpiperazin-1-yl]ethan-1-one dihydrochloride Cl.Cl.FC(C)(F)C1=CC2=C(C=N1)C(CN2C(CN2[C@H](CN[C@@H](C2)C)COC)=O)(C)C